diethyl-2,5-dimethylolfuran C(C)C=1C(=C(OC1CO)CO)CC